FC1(CC(C1)=CB1OC(C(O1)(C)C)(C)C)F 2-((3,3-difluorocyclobutylidene)methyl)-4,4,5,5-tetramethyl-1,3,2-dioxaborolane